N-(3-chloro-2-fluorophenylmethyl)-2-((2-hydroxy-2-methylpropyl)amino)acetamide ClC=1C(=C(C=CC1)CNC(CNCC(C)(C)O)=O)F